COC(=O)C1N(CC(NC1)CC#N)C(=O)OC(C)(C)C 5-(cyanomethyl)piperazine-1,2-dicarboxylic acid 1-(tert-butyl) 2-methyl ester